ammonia aluminium hydroxide [OH-].[Al+3].N.[OH-].[OH-]